N-[4-[1-(cyclopropylmethyl)-5-methyl-6-oxopyridin-3-yl]-5-(2,4-difluorophenoxy)pyrimidin-2-yl]ethanesulfonamide C1(CC1)CN1C=C(C=C(C1=O)C)C1=NC(=NC=C1OC1=C(C=C(C=C1)F)F)NS(=O)(=O)CC